3-cyano-N-(6-methylpyridin-2-yl)-5-(4-methylpyridin-3-yl)benzamide C(#N)C=1C=C(C(=O)NC2=NC(=CC=C2)C)C=C(C1)C=1C=NC=CC1C